3-(5-(((1R,2S)-2-(((4,4-difluorocyclohexyl)methyl)amino)cyclohexyl)methyl)-4-fluoro-1-oxoisoindolin-2-yl)piperidine-2,6-dione FC1(CCC(CC1)CN[C@@H]1[C@H](CCCC1)CC=1C(=C2CN(C(C2=CC1)=O)C1C(NC(CC1)=O)=O)F)F